BrC1=CC(=C(O[C@H](C(=O)O)C)C=C1)C(F)(F)C1CCC1 (S)-2-(4-bromo-2-(cyclobutyldifluoromethyl)phenoxy)propionic acid